BrC1=NN2C(N(C3=C(C2=O)C2(CCNCC2)CC3)CC(=O)NC3=C(C=C(C=C3)C(F)(F)F)Cl)=N1 2-(2-bromo-8-oxo-5,8-dihydrospiro[cyclopenta[d][1,2,4]triazolo[1,5-a]pyrimidine-7,4'-piperidin]-4(6H)-yl)-N-(2-chloro-4-(trifluoromethyl)phenyl)acetamide